ClC1=CC(=C(C=C1)COC1=NSC=C1C1=CC(=C(C=C1F)CC(=O)O)F)F 2-[4-[3-[(4-chloro-2-fluoro-phenyl)methoxy]isothiazol-4-yl]-2,5-difluoro-phenyl]acetic acid